ClC1=CC=C(CN2N=C3C4=C(CCC3=C2)OC(=C4C)C(=O)N(C)CC=4NC=CN4)C=C1 2-(4-chlorobenzyl)-N-(1H-imidazol-2-ylmethyl)-N,8-dimethyl-4,5-dihydro-2H-furo[2,3-g]indazole-7-carboxamide